BrC=1C=C(C=C(C1OCCC(Br)Br)Br)S(=O)(=O)C1=CC(=C(C(=C1)Br)OCCC(Br)Br)Br bis(3,5-dibromo-4-dibromopropyloxyphenyl) sulfone